CCCCCC=CCCCCCCCCCCCC nonadec-6-ene